IC1=C(C=C(C=C1)C)OCOC 1-iodo-2-(methoxymethoxy)-4-methylbenzene